2-[3-methyl-5-(trifluoromethyl)pyrazin-2-yl]sulfonyl-6-(oxan-4-ylmethyl)-2,6-diazaspiro[3.3]heptane CC=1C(=NC=C(N1)C(F)(F)F)S(=O)(=O)N1CC2(C1)CN(C2)CC2CCOCC2